OC1=CC=C(C=C1)C(C)(C)C1=C(C=C(C(=C1)C(C)(C)C1=CC=C(C=C1)O)O)O 4,6-bis[2-(4-hydroxyphenyl)propan-2-yl]benzene-1,3-diol